N-(2-(6,6-Dimethyl-4,5,6,7-tetrahydro-1H-indazol-3-yl)-3H-imidazo[4,5-b]pyridin-6-yl)-4,4-difluoro-N,3,3-trimethylbutanamide CC1(CCC=2C(=NNC2C1)C1=NC=2C(=NC=C(C2)N(C(CC(C(F)F)(C)C)=O)C)N1)C